Butyl (2-(4-bromo-6,7-dichloro-2-(hydroxymethyl)-1H-indol-1-yl)ethyl)carbamate BrC1=C2C=C(N(C2=C(C(=C1)Cl)Cl)CCNC(OCCCC)=O)CO